C1(CC1)C=1C(=CC(=C(C(=O)NS(=O)(=O)N2CCC(CC2)OC2CN(C2)C)C1)F)OCC(F)(F)F 5-cyclopropyl-2-fluoro-N-((4-((1-methylazetidin-3-yl)oxy)piperidin-1-yl)sulfonyl)-4-(2,2,2-trifluoroethoxy)benzamide